OC=1C(=CC2=CN(N=C2C1C)C)NC(=O)C=1C=CC(=C2C=CN=NC12)N1CCNCC1 N-(6-hydroxy-2,7-dimethylindazol-5-yl)-5-(piperazin-1-yl)cinnoline-8-carboxamide